ClC1=CC=C(C=C1)C=1C=C(C(N(N1)C=1C=NC=NC1)=O)C(=O)NC[C@@H](C(F)(F)F)O 6-(4-chlorophenyl)-3-oxo-2-(pyrimidin-5-yl)-N-[(2S)-3,3,3-trifluoro-2-hydroxypropyl]-2,3-dihydropyridazine-4-carboxamide